FC1=CC=C(C=C1)/C(/C(C)(C)C=1C=C(C=C(C1)O)O)=C\CCCC (E)-5-(3-(4-fluorophenyl)-2-methyloct-3-en-2-yl)benzene-1,3-diol